OC(C)(C)C1C(CC(CC1)C)O 2-(2-hydroxy-propan-2-yl)-5-methylcyclohexan-1-ol